N-(1-cyanopyrrolidin-3-yl)-4-(4-methylpiperazin-1-yl)benzenesulfonamide C(#N)N1CC(CC1)NS(=O)(=O)C1=CC=C(C=C1)N1CCN(CC1)C